CC1C2C(C(=O)OC2=O)C=CC1 trans-3-methyl-tetrahydrophthalic anhydride